C(C)(C)(C)OC(COC1=C(C=C(C(=O)O)C=C1)OC)=O 4-(2-tert-butoxy-2-oxo-ethoxy)-3-methoxy-benzoic acid